(3-chlorobenzyl)-6-(3,5-dimethylisoxazol-4-yl)-2-(1-methyl-1H-pyrazole-4-one-Yl)quinazolin-4-amine ClC=1C=C(CC2=C3C(=NC(=NC3=CC=C2C=2C(=NOC2C)C)C2=NN(CC2=O)C)N)C=CC1